thioxo-3-(2-((2R,4R)-1-tosyl-4-(trifluoromethyl)piperidin-2-yl)benzyl)-1,2,3,7-tetrahydro-6H-purin-6-one S=C1NC(C=2NC=NC2N1CC1=C(C=CC=C1)[C@@H]1N(CC[C@H](C1)C(F)(F)F)S(=O)(=O)C1=CC=C(C)C=C1)=O